[(3S)-6-Chlorochroman-3-yl]-[6-(5-fluoro-1H-pyrazol-4-yl)-1-[(2S)-2-hydroxypropyl]pyrrolo[3,2-c]pyridin-3-yl]methanone ClC=1C=C2C[C@@H](COC2=CC1)C(=O)C1=CN(C2=C1C=NC(=C2)C=2C=NNC2F)C[C@H](C)O